(S)-N-(4-(4-(dimethyl-amino)piperidin-1-yl)phenyl)-4-(3-phenylisoxazolidin-2-yl)-7H-pyrrolo[2,3-d]pyrimidin-2-amine CN(C1CCN(CC1)C1=CC=C(C=C1)NC=1N=C(C2=C(N1)NC=C2)N2OCC[C@H]2C2=CC=CC=C2)C